C(=O)(OC(C)(C)C)N[C@H](C=O)C (S)-N-Boc-2-aminopropanal